CC1(SCCCS1)/C=C/C1=CNC2=CC=CC=C12 (E)-3-(2-(2-methyl-1,3-dithian-2-yl)vinyl)-1H-indole